2-(4-chlorophenyl)-5-hydroxy-8,8-dimethyl-4H,8H-pyrano[2,3-f]chromen-4-one ClC1=CC=C(C=C1)C1=CC(C=2C(=C3C=CC(OC3=CC2O)(C)C)O1)=O